tetraphenylphosphonium citraconate C(\C(\C)=C/C(=O)[O-])(=O)[O-].C1(=CC=CC=C1)[P+](C1=CC=CC=C1)(C1=CC=CC=C1)C1=CC=CC=C1.C1(=CC=CC=C1)[P+](C1=CC=CC=C1)(C1=CC=CC=C1)C1=CC=CC=C1